(S)-1-(4-(1-((4-acetylmorpholin-2-yl)methyl)-5-(difluoromethyl)-1H-benzo[d]imidazol-2-yl)-3,5-difluorophenyl)pyrrolidin-2-one C(C)(=O)N1C[C@@H](OCC1)CN1C(=NC2=C1C=CC(=C2)C(F)F)C2=C(C=C(C=C2F)N2C(CCC2)=O)F